O[C@@H]1C[C@H](N(C1)C([C@H](C(C)(C)C)NC(OC(C)(C)C)=O)=O)C(N[C@H](CO)C1=CC=C(C=C1)C1=C(N=CS1)C)=O tert-butyl (S)-1-((2S,4R)-4-hydroxy-2-((S)-2-hydroxy-1-(4-(4-methylthiazol-5-yl)phenyl) ethyl carbamoyl)pyrrolidin-1-yl)-3,3-dimethyl-1-oxobutan-2-ylcarbamate